FC=1C=C(COC2=CC=C(C=C2)C2=NOC(=C2)[C@@H]([C@@](CN2N=NN=C2)(O)C2=C(C=C(C=C2)F)F)C)C=C(C1)F (2R,3R)-3-(3-(4-(3,5-difluorobenzyloxy)phenyl)isoxazol-5-yl)-2-(2,4-difluorophenyl)-1-(1H-tetrazol-1-yl)butan-2-ol